[C@@H]12N(CC[C@H]2NC1)C(=O)OCCCC butyl (1R,5R)-2,6-diazabicyclo[3.2.0]heptane-2-carboxylate